CC1(C(N(C(N1CC1=CC(=NC=C1)NC(=O)NC=1C=C(C=CC1)C)=O)C1=CC=C(C=C1)SC(F)(F)F)=O)C 1-(4-((5,5-dimethyl-2,4-dioxo-3-(4-((trifluoromethyl)thio)phenyl)imidazolidin-1-yl)methyl)pyridin-2-yl)-3-(m-tolyl)urea